(S)-5-[2-(2,2-difluoroethoxy)-4,4,4-trifluoro-butoxy]-3-methyl-N-(4-methyl-1,1-dioxo-thian-4-yl)imidazo[4,5-b]pyridine-2-carboxamide FC(CO[C@H](COC1=CC=C2C(=N1)N(C(=N2)C(=O)NC2(CCS(CC2)(=O)=O)C)C)CC(F)(F)F)F